COC(=O)C=1SC(=CC1O)C.COC(=O)C=1SC(=CC1OCC1CCN(CC1)C(=O)OC(C)(C)C)C tert-Butyl 4-(((2-(methoxycarbonyl)-5-methylthiophen-3-yl)oxy)methyl)piperidine-1-carboxylate Methyl-3-hydroxy-5-methylthiophene-2-carboxylate